4-bromo-7-fluoro-2-methyldibenzo[b,d]furan BrC1=CC(=CC2=C1OC1=C2C=CC(=C1)F)C